BrC1=C(C(=CC(=C1)OC)N)N 3-bromo-5-methoxybenzene-1,2-diamine